lanthanum gallium silicate zirconium [Zr+4].[Si]([O-])([O-])([O-])[O-].[Ga+3].[La+3]